6-(4-fluorophenyl)-N-(1-(3-methyl-1,2,4-oxadiazol-5-yl)ethyl)quinazolin-4-amine FC1=CC=C(C=C1)C=1C=C2C(=NC=NC2=CC1)NC(C)C1=NC(=NO1)C